NCC=1C=CC(=NC1)CN(CC1=NC=CC=C1)CC1=NC=CC=C1 1-(5-(aminomethyl)pyridin-2-yl)-N,N-bis(pyridin-2-ylmethyl)methylamine